COC=1C(OC(=CC1NC=1C(=NC=CC1)OC)C(=O)NC=1SC(=NN1)N1N=CC=C1C)=O 3-methoxy-4-((2-methoxypyridin-3-yl)amino)-N-(5-(5-methyl-1H-pyrazol-1-yl)-1,3,4-thiadiazol-2-yl)-2-oxo-2H-pyran-6-carboxamide